7-chloro-3-(2-chloro-3-(1-methyl-1H-pyrazol-3-yl)phenyl)pteridine-2,4(1H,3H)-dione ClC1=CN=C2C(N(C(NC2=N1)=O)C1=C(C(=CC=C1)C1=NN(C=C1)C)Cl)=O